TRANS-8-benzyl-8-(dimethylamino)-1,3-diazaspiro[4.5]decan-2-one C(C1=CC=CC=C1)C1(CCC2(CNC(N2)=O)CC1)N(C)C